ClC=1C=C(C=C(C1)Cl)C1(CC(=NN1)C1=NN=C(O1)SCC(=O)NC1=C(C=CC=C1)[N+](=O)[O-])C(F)(F)F 2-((5-(5-(3,5-dichlorophenyl)-5-(trifluoromethyl)-4,5-dihydro-1H-pyrazol-3-yl)-1,3,4-oxadiazol-2-yl)thio)-N-(2-nitrophenyl)acetamide